1-(4-(8-((3-methyl-4-((1-methyl-1H-benzo[d][1,2,3]triazol-5-yl)oxy)phenyl)amino)pyrimido[5,4-d]pyrimidin-2-yl)piperazin-1-yl)but-2-yn-1-one CC=1C=C(C=CC1OC1=CC2=C(N(N=N2)C)C=C1)NC1=NC=NC2=C1N=C(N=C2)N2CCN(CC2)C(C#CC)=O